[Na+].C(CCCCCC)C1=CC=C(O1)S(=O)(=O)[O-] 5-heptylfuran-2-sulfonic acid sodium salt